C1(CC1)N1C=C(C(C2=CC(=C(C(=C12)C)C=1C=C(C(=NC1)N)C#N)F)=O)C(=O)O 1-cyclopropyl-6-fluoro-1,4-dihydro-8-methyl-7-(2-amino-3-cyano-5-pyridyl)-4-oxo-3-quinolinecarboxylic acid